2-(2-methyl-[1,1'-biphenyl]-3-yl)isoindole CC1=C(C=CC=C1N1C=C2C=CC=CC2=C1)C1=CC=CC=C1